C1(CC1)[C@@H]1CNCC(O1)C=1C=NN(C1)C1CC1 (2R)-2-cyclopropyl-6-(1-cyclopropylpyrazol-4-yl)morpholine